(S)-2-(2,5-difluoro-4-(6-((5-(1-methyl-1H-pyrazol-4-yl)-1,3,4-thiadiazol-2-yl)methoxy)pyridin-2-yl)benzyl)-1-(oxetan-2-ylmethyl)-1H-benzo[d]imidazole-6-carboxylic acid FC1=C(CC2=NC3=C(N2C[C@H]2OCC2)C=C(C=C3)C(=O)O)C=C(C(=C1)C1=NC(=CC=C1)OCC=1SC(=NN1)C=1C=NN(C1)C)F